Aza-ergoline C1[C@@H]2[C@H](CNCN2)C3=C4C1=CNC4=CC=C3